C(C)O[Si]1(N(CCC1)C[Si](OC)(OC)OC)OCC 2,2-diethoxy-1-trimethoxysilylmethyl-1-aza-2-silacyclopentane